C(C)(=O)[C@@](CCO)(O)[C@H](O)CO 3-acetyldeoxyribitol